benzyl-triethylamine imidazolium salt N1C=[NH+]C=C1.C(C1=CC=CC=C1)CCN(CC)CC